3,5-dioxo-tetrahydrofuran-2-carboxylic acid O=C1C(OC(C1)=O)C(=O)O